C(CCCCCCCCCCC)(=O)OCCOC(CCCCCCCCCCC)=O Ethylene glycol dilaurate